C(C1=CC=CC=C1)OC1=NC(=CC=C1C=1C=C2CCN(CC2=CC1)C(=O)OCCCC)OCC1=CC=CC=C1 butyl 6-(2,6-bis(benzyloxy)pyridin-3-yl)-3,4-dihydroisoquinoline-2(1H)-carboxylate